rac-(1r,2r,4s,5r,6s)-N-(6-cyclopropyl-4-(trifluoromethyl)pyridin-2-yl)-6-hydroxy-4-(2-methoxypyridin-4-yl)-8-oxatricyclo[3.2.1.02,4]octane-2-carboxamide C1(CC1)C1=CC(=CC(=N1)NC(=O)[C@]12[C@H]3C[C@@H]([C@@H]([C@@]2(C1)C1=CC(=NC=C1)OC)O3)O)C(F)(F)F |r|